6,7-dimethoxy-quinoline-3-carbonitrile COC=1C=C2C=C(C=NC2=CC1OC)C#N